gamma-methacryloxypropyl ether C(C(=C)C)(=O)OCCCOCCCOC(C(=C)C)=O